2-bromo-4-iodo-1-(methoxymethoxy)-3,5-dimethylbenzene BrC1=C(C=C(C(=C1C)I)C)OCOC